N1=C2N(C=C1C=1C=C(C=CC1OC1=NC=C(C=C1)C(F)(F)F)S(=O)(=O)NC)CCC2 3-(6,7-dihydro-5H-pyrrolo[1,2-a]imidazol-2-yl)-N-methyl-4-((5-(trifluoromethyl)pyridin-2-yl)oxy)benzenesulfonamide